[Mo].[Pb] lead-molybdenum